O1CCC(C2=CC=CC=C12)N1[C@@H](SC2=C1C=CC=C2)C=2C=NN(C2)C (S)-N-(chroman-4-yl)-2-(1-methyl-1H-pyrazol-4-yl)benzo[d]Thiazole